C(C)(C)(C)C1=C(C=C(C=C1)NC(=O)[C@@H]1N(CCC2=CC(=CC=C12)COC)C(CC1=CC(=NO1)O)=O)F (1R)-N-(4-tert-butyl-3-fluorophenyl)-2-((3-hydroxy-1,2-oxazol-5-yl)acetyl)-6-methoxymethyl-1,2,3,4-tetrahydroisoquinoline-1-carboxamide